(E)-N-(3-fluoro-7-(hydroxyimino)-4-methoxy-8-oxo-5,6,7,8-tetrahydronaphthalen-1-yl)acetamide FC=1C=C(C=2C(/C(/CCC2C1OC)=N/O)=O)NC(C)=O